methyl 6-(1,1-dioxidothiomorpholino)-2-fluoro-3-iodoisonicotinate O=S1(CCN(CC1)C=1N=C(C(=C(C(=O)OC)C1)I)F)=O